C(=O)O.ClC1=C(C(=CC=C1)Cl)N1CC(C1)C1=CC=C(C=N1)C(C)(C)N1CCC(CC1)C(=O)O 1-(2-(6-(1-(2,6-dichlorophenyl)azetidin-3-yl)pyridin-3-yl)propan-2-yl)piperidine-4-carboxylic acid, formate salt